2-((3-(2-chloro-3-(1,4-benzodioxan-6-yl)anilino)isothiazolo[4,5-b]pyridin-6-ylidene)amino)-3-hydroxybutyric acid ClC1=C(NC=2NSC=3C2N=CC(C3)=NC(C(=O)O)C(C)O)C=CC=C1C1=CC3=C(OCCO3)C=C1